(5-methyl-8-(p-tolyl)-1,3,4,5-tetrahydro-2H-pyrido[4,3-b]indol-2-yl)(pyridin-3-yl)methanone CN1C2=C(C=3C=C(C=CC13)C1=CC=C(C=C1)C)CN(CC2)C(=O)C=2C=NC=CC2